3-trimethoxysilylpropylamine CO[Si](CCCN)(OC)OC